C(C)(=O)N1C(CN(CC1C(F)(F)F)C(=O)OCCCC)C1=CC(=NC(=C1)Cl)Br butyl 4-acetyl-3-(2-bromo-6-chloropyridin-4-yl)-5-(trifluoromethyl)piperazine-1-carboxylate